C(CCCCCCC)SSCCC(=O)O 3-(octyldisulfaneyl)propanoic acid